(3e,8z,11z)-tetradecatriene acetate C(C)(=O)O.C=C\C=C\C=CCCCCCCCC